FC(=CC1=CC2=CC=CC=C2C=C1)F 2-(2,2-difluorovinyl)naphthalene